2-(2-acetyl-6-(3-methyl-1H-pyrrolo[2,3-b]pyridin-5-yl)-1,2,3,4-tetrahydroisoquinolin-8-yl)pyrrolidine-1-carboxylic acid tert-butyl ester C(C)(C)(C)OC(=O)N1C(CCC1)C=1C=C(C=C2CCN(CC12)C(C)=O)C=1C=C2C(=NC1)NC=C2C